(5S)-2-[(6-Chloropyridin-3-yl)methyl]-5-(pyrrolidin-1-ylcarbonyl)-2,5,6,7-tetrahydro-3H-pyrrolo[2,1-c][1,2,4]triazol-3-one ClC1=CC=C(C=N1)CN1N=C2N(C1=O)[C@@H](CC2)C(=O)N2CCCC2